ClC1=C(C(=CC=C1Cl)OCC=C)[C@H](N[S@@](=O)C(C)(C)C)C1CCNCC1 (S)-N-[(R)-[2,3-dichloro-6-(prop-2-en-1-yloxy)phenyl](piperidin-4-yl)methyl]-2-methylpropane-2-sulfinamide